chromium(II) hydroxide [OH-].[Cr+2].[OH-]